tert-butyl (3R,4R)-3-fluoro-4-({5-iodo-7-isopropylimidazo[4,3-f][1,2,4]triazin-2-yl}amino)piperidine-1-carboxylate F[C@@H]1CN(CC[C@H]1NC1=NN2C(C=N1)=C(N=C2C(C)C)I)C(=O)OC(C)(C)C